C(#N)C1=C(C=C(C=N1)NC(C(CCCCC(=O)OCC)(C)O)=O)C(F)(F)F ethyl 7-((6-cyano-5-(trifluoromethyl)pyridin-3-yl)amino)-6-hydroxy-6-methyl-7-oxoheptanoate